C[C@@H]1CN(CCN1C(C(CC)C)=O)C(=O)OC(C)(C)C tert-butyl (3R)-3-methyl-4-(2-methyl-butanoyl)piperazine-1-carboxylate